1-(2-acetamidobenzo[d]thiazol-6-yl)-1-[2-(4-morpholinyl)ethyl]-3-(4-chlorophenyl)urea C(C)(=O)NC=1SC2=C(N1)C=CC(=C2)N(C(=O)NC2=CC=C(C=C2)Cl)CCN2CCOCC2